N[C@@H](C=1C=CC2=C(N(C(=N2)C(N[S@](=O)C(C)(C)C)[C@H]2OCCCC2)COCC[Si](C)(C)C)C1)C1CC1 |o1:18| (R)-N-((6-((R)-amino(cyclopropyl)methyl)-1-((2-(trimethylsilyl)ethoxy)methyl)-1H-benzo[d]imidazol-2-yl)((S*)-tetrahydro-2H-pyran-2-yl)methyl)-2-methylpropane-2-sulfinamide